trans-tert-butyl (4-(2-(2-(4-chlorophenoxy)acetyl)hydrazine-1-carbonyl)cyclohexyl)carbamate ClC1=CC=C(OCC(=O)NNC(=O)[C@@H]2CC[C@H](CC2)NC(OC(C)(C)C)=O)C=C1